6-(5-aminopyridin-3-yl)-N-cyclopropylimidazo[1,2-a]pyrazin-8-amine NC=1C=C(C=NC1)C=1N=C(C=2N(C1)C=CN2)NC2CC2